C=CCC(CCCCCC)OC1=C(C=C(C=O)C=C1)OCC 4-(dec-1-en-4-yloxy)-3-ethoxybenzaldehyde